O=C(C(=O)NC=1C2=C(C=NC1)C=NN2)N2[C@H](CC[C@@H](C2)C)C2=CC1=CN(N=C1C=C2)[C@H]2CC(N(CC2)C)(C)C |o1:30| 2-oxo-N-(1H-pyrazolo[4,3-c]pyridin-7-yl)-2-[(2R,5S)-5-methyl-2-[2-[rel-(4R)-1,2,2-trimethyl-4-piperidyl]indazol-5-yl]-1-piperidyl]acetamide